sodium 3-dodecylaminopropanesulfonate ((tert-butoxycarbonyl)amino)octanoate C(C)(C)(C)OC(=O)NC(C(=O)[O-])CCCCCC.C(CCCCCCCCCCC)NCCCS(=O)(=O)O.[Na+]